1-Nitronaphthalene-2-carbaldehyde [N+](=O)([O-])C1=C(C=CC2=CC=CC=C12)C=O